N=1N(N=C2C1C=CC=C2)C2=C(C(=CC(=C2)C(C)(C)CC)C(C)(C)CC)O 2-benzotriazol-2-yl-4,6-bis-tert-amylphenol